9-fluoro-2-azabicyclo[6.1.0]nonane FC1C2CCCCCNC12